C(C=C(C)C)SSCC=C(C)C Diprenyl disulfide